C(C)(C)(C)C=1C=C(C=C(C1)C(C)(C)C)C=1C(=C(C=C(C1)C)C1=C(C=CC=C1)C1=CC=CC(=N1)C=NC1=C(C=CC=C1C(C)C)C(C)C)OCOC 1-(6-(3'',5''-Di-tert-butyl-2'-(methoxymethoxy)-5'-methyl-[1,1':3',1''-terphenyl]-2-yl)pyridin-2-yl)-N-(2,6-diisopropylphenyl)methanimine